{4-[methyl-(7H-pyrrolo[2,3-d]pyrimidin-4-yl)-amino]-cyclohexyl}-amine CN(C1CCC(CC1)N)C=1C2=C(N=CN1)NC=C2